FC1=C(C=C(C(=C1)C)SCCC(F)(F)F)N=C1SCC(N1CC(F)(F)F)=O 2-({2-fluoro-4-methyl-5-[(3,3,3-trifluoropropyl)sulfanyl]phenyl}imino)-3-(2,2,2-trifluoroethyl)-1,3-thiazolidin-4-one